3-hydroxy-N-p-tolylpyrazole OC1=NN(C=C1)C1=CC=C(C=C1)C